(2S,3R)-2-amino-3-(2-fluoronaphthalen-1-yl)butyric acid N[C@H](C(=O)O)[C@H](C)C1=C(C=CC2=CC=CC=C12)F